[Re](=S)(=S)(=S)[S-].C(C)[N+](CC)(CC)CC tetraethylammonium tetrathioperrhenate